CC=1C(=NC(=NC1)NC1=CC(=C(C(=C1)OC)OC)OC)NC1=CC=C(C=C1)N1CCN(CC1)C 5-methyl-N4-(4-(4-methylpiperazin-1-yl)phenyl)-N2-(3,4,5-trimethoxyphenyl)pyrimidine-2,4-diamine